5-methylocta-1,5-dien-4-ol CC(C(CC=C)O)=CCC